1-ethyl-N-(5-morpholino-quinolin-8-yl)-1H-imidazole-5-sulfonamide C(C)N1C=NC=C1S(=O)(=O)NC=1C=CC(=C2C=CC=NC12)N1CCOCC1